tert-butyl 7-(8-fluoro-6-{7-methoxy-2,8-dimethylimidazo[1,2-a]pyridin-6-yl}-1-oxoisoquinolin-2-yl)-4-azaspiro[2.5]octane-4-carboxylate FC=1C=C(C=C2C=CN(C(C12)=O)C1CCN(C2(CC2)C1)C(=O)OC(C)(C)C)C=1C(=C(C=2N(C1)C=C(N2)C)C)OC